ClC1=C(C=CC2=C1C(=N[C@H](C=1N2C(=NN1)C1=NC=NC(=C1)C)C)C1=C(C=CC=C1F)F)Cl (4S)-7,8-dichloro-6-(2,6-difluorophenyl)-4-methyl-1-(6-methylpyrimidin-4-yl)-4H-[1,2,4]triazolo[4,3-a][1,4]benzodiazepine